di(acryloyloxypropyl) phosphate P(=O)(OCCCOC(C=C)=O)(OCCCOC(C=C)=O)[O-]